(1-(4-butoxynaphthalen-1-yl)tetrahydro-1H-thiophen-1-ium) chloride [Cl-].C(CCC)OC1=CC=C(C2=CC=CC=C12)[S+]1CCCC1